3,6-dichloro-1-(3-((1-(2-methylpyridin-3-yl)-4-nitro-1H-pyrazol-3-yl)oxy)propyl)-1H-pyrazolo[3,4-d]pyrimidine ClC1=NN(C2=NC(=NC=C21)Cl)CCCOC2=NN(C=C2[N+](=O)[O-])C=2C(=NC=CC2)C